methyl 4-amino-2-(3,5-dimethylpiperidin-1-yl)benzoate NC1=CC(=C(C(=O)OC)C=C1)N1CC(CC(C1)C)C